O\N=C(/N)\C=1C=CC=2N(C1)C=C(N2)C(=O)OCC ethyl (Z)-6-(N'-hydroxycarbamimidoyl)imidazo[1,2-a]pyridine-2-carboxylate